OC1=C(C=C(C=C1CCOC(C=C)=O)C)N1N=C2C(=N1)C=CC=C2 2-[2-hydroxy-3-(2-acryloyloxyethyl)-5-Methylphenyl]benzotriazole